CN(C1=C(C=CC=C1)N1N=C(C=C1C1=CC=C2C=NN(C2=C1)CC)CO)C [1-[2-(Dimethylamino)phenyl]-5-(1-ethyl-1H-indazol-6-yl)-1H-pyrazol-3-yl]-methanol